ethyl (2S)-2-((tert-butoxycarbonyl)amino)-3,4,4-trimethylpentanoate C(C)(C)(C)OC(=O)N[C@H](C(=O)OCC)C(C(C)(C)C)C